(1S,3R)-3-azido-4-oxocyclohexane-1-carboxylic acid ethyl ester C(C)OC(=O)[C@@H]1C[C@H](C(CC1)=O)N=[N+]=[N-]